5-methyl-3-(1-methyl-1H-pyrazol-4-yl)-4-oxo-4,5-dihydro-3H-pyrrolo[2,3-c]quinoline-1-carboxamide CN1C(C2=C(C=3C=CC=CC13)C(=CN2C=2C=NN(C2)C)C(=O)N)=O